C(C(C)C)N1N=CC=C1C(=O)N[C@@H](C)C1=CC=C(C=C1)NC(OCC1=CC=C(C=C1)Cl)=O 4-chlorobenzyl (S)-(4-(1-(1-isobutyl-1H-pyrazole-5-carboxamido)eth-yl)phenyl)carbamate